(9-(8-((2-Amino-3-chloropyridin-4-yl)thio)imidazo[1,2-c]pyrimidin-5-yl)-3,9-diazaspiro[5.5]undec-1-yl)carbamic acid tert-butyl ester C(C)(C)(C)OC(NC1CNCCC12CCN(CC2)C2=NC=C(C=1N2C=CN1)SC1=C(C(=NC=C1)N)Cl)=O